ClC1=NC=CC(=C1)C=1C=CC(=C(C1)S(=O)(=O)N1CCN(CC1)CCCO)C 3-(4-((5-(2-Chloropyridin-4-yl)-2-methylphenyl)sulfonyl)piperazin-1-yl)propan-1-ol